tert-butyl 2-(2-amino-4-azido-7H-pyrrolo[2,3-d]pyrimidin-7-yl)acetate NC=1N=C(C2=C(N1)N(C=C2)CC(=O)OC(C)(C)C)N=[N+]=[N-]